CC1=C(OCC(=O)C2=CC=C(C=C2)C2=NOC(=N2)C(F)(F)F)C=C(C=C1)C 2-(2,5-dimethylphenoxy)-1-(4-(5-(trifluoromethyl)-1,2,4-oxadiazol-3-yl)phenyl)ethan-1-one